OC1=C(C2=CC(=CC(=C2C=C1)C)OC)C(=O)[O-] 2-hydroxy-7-methoxy-5-methyl-1-naphthoate